N-(2-(2H-Tetrazol-5-yl)pyridin-4-yl)-3-(3,4-difluoro-2-methoxyphenyl)-4,5-dimethyl-5-(trifluoromethyl)tetrahydrofuran-2-carboxamide N=1NN=NC1C1=NC=CC(=C1)NC(=O)C1OC(C(C1C1=C(C(=C(C=C1)F)F)OC)C)(C(F)(F)F)C